[8-(1-octylnonoxy)-8-oxo-octyl](2S)-4-hydroxy-1-(7-oxo-7-undecoxy-heptyl)pyrrolidine C(CCCCCCC)C(CCCCCCCC)OC(CCCCCCC[C@@H]1N(CC(C1)O)CCCCCCC(OCCCCCCCCCCC)=O)=O